3,5,6-trimethyl-pyrazine-2-formaldehyde CC=1C(=NC(=C(N1)C)C)C=O